2-benzyl-3,4-dihydro-1(2H)-naphthalenone C(C1=CC=CC=C1)C1C(C2=CC=CC=C2CC1)=O